N-(2-methoxyethyl)benzamide COCCNC(C1=CC=CC=C1)=O